N-((6-(2-(isoxazol-3-yl)ethyl)-5-(trifluoromethoxy)-1H-indol-2-yl)methyl)-1-methylcyclopropane-1-carboxamide O1N=C(C=C1)CCC1=C(C=C2C=C(NC2=C1)CNC(=O)C1(CC1)C)OC(F)(F)F